COC(C(=[N+]=[N-])C1=CC(=C(C(=C1)OC)OC)OC)=O alpha-diazo-3,4,5-trimethoxyphenylacetic acid methyl ester